FC(CN1N=CC=2C1=NC(=CN2)N2CC1(CC(N(C1)C1=NC=CC(=C1)C(F)(F)F)=O)CCC2)F 7-[1-(2,2-difluoroethyl)-1H-pyrazolo[3,4-b]pyrazin-6-yl]-2-[4-(trifluoromethyl)pyridin-2-yl]-2,7-diazaspiro[4.5]decan-3-one